(3-(5-(tert-butylsulfonyl)-5-azaspiro[3.4]octan-7-yl)-6-chloro-1a,2,3,7b-tetrahydro-1H-cyclopropa[c]quinolin-4-yl)boronic acid C(C)(C)(C)S(=O)(=O)N1C2(CCC2)CC(C1)N1CC2C(C=3C=C(C=C(C13)B(O)O)Cl)C2